C(C)(C)(C)OC(=O)N1C[C@H]([C@@H](C1)C(N[C@@H]1[C@H](C1)C1=NC=CC=C1)=O)C(=O)O |o1:14,15| (3S,4S)-1-(tert-butoxycarbonyl)-4-(((1S*,2S*)-2-(pyridin-2-yl)cyclopropyl)carbamoyl)pyrrolidine-3-carboxylic acid